3-(2,6-dioxopiperidin-3-yl)benzo[d]isoxazole-7-sulfonyl fluoride O=C1NC(CCC1C1=NOC2=C1C=CC=C2S(=O)(=O)F)=O